4-[6-[4-(4-isopropylpiperazin-1-yl)phenyl]-1-methyl-pyrrolo[3,2-b]pyridin-2-yl]-5-(6-(4-(4-isopropylpiperazin-1-yl)phenyl)-1-methyl-1H-pyrrolo[3,2-b]pyridin-2-yl)-2-methoxybenzonitrile C(C)(C)N1CCN(CC1)C1=CC=C(C=C1)C=1C=C2C(=NC1)C=C(N2C)C2=CC(=C(C#N)C=C2C2=CC1=NC=C(C=C1N2C)C2=CC=C(C=C2)N2CCN(CC2)C(C)C)OC